6-(6-[methyl[(2R,4R)-2-methylpiperidin-4-yl]amino]pyridazin-3-yl)-3-(1H-pyrazol-4-yl)-1H-pyridin-2-one CN(C1=CC=C(N=N1)C1=CC=C(C(N1)=O)C=1C=NNC1)[C@H]1C[C@H](NCC1)C